C(C)(C)(C)OC(=O)NCCCCCCCCCCN N-t-butoxycarbonyl-1,10-decanediamine